(1S,2S)-N-(6-(5-chloro-6-fluoro-7-((4-methyl-1H-pyrazol-1-yl)methyl)-1H-indazol-4-yl)imidazo[1,2-a]pyrazin-2-yl)-2-fluorocyclopropane-1-carboxamide ClC=1C(=C2C=NNC2=C(C1F)CN1N=CC(=C1)C)C=1N=CC=2N(C1)C=C(N2)NC(=O)[C@H]2[C@H](C2)F